OC[C@H]1N(C[C@@H]([C@H]([C@@H]1O)O)O)CC1CCC(CC1)C1=CC=CC=C1 (2R,3R,4R,5S)-2-(hydroxymethyl)-1-((4-phenylcyclohexyl)methyl)piperidine-3,4,5-triol